2,3-dimethylbutane-2,3-diamine dihydrochloride HCl Cl.Cl.Cl.CC(C)(C(C)(N)C)N